potassium 2-((2-(acryloyloxy)phenyl)thio)phenolate C(C=C)(=O)OC1=C(C=CC=C1)SC1=C(C=CC=C1)[O-].[K+]